Cl.CC1(CN(CCN1)C1=CC=C(C=N1)P(OCC)(OCC)=O)C diethyl (6-(3,3-dimethylpiperazin-1-yl)pyridin-3-yl)phosphonate hydrochloride